COC(=O)[C@]1(OC2=CC=CC=C2C(C1)=O)C#CC1=CC=C(C=C1)Cl.C(C)(C)(C)N1CCC(CC1)N(C(C(=O)OCC)=O)C1=NC(=C(C=C1[N+](=O)[O-])Br)C#N tert-Butyl-4-(N-(5-bromo-6-cyano-3-nitropyridin-2-yl)-2-ethoxy-2-oxoacetamido)piperidine methyl-(R)-2-((4-chlorophenyl)ethynyl)-4-oxochromane-2-carboxylate